FC(F)N[C@@H](CCCN)C(=O)O difluoromethyl-ornithine